3-(bromomethyl)-4-[(6-chloro-2-pyridinyl)oxymethyl]benzonitrile BrCC=1C=C(C#N)C=CC1COC1=NC(=CC=C1)Cl